4-[2-chloro-4-(trifluoromethoxy)phenoxy]-N-(4-pyridyl)-6-(trifluoromethyl)pyridine ClC1=C(OC2=CCN(C(=C2)C(F)(F)F)C2=CC=NC=C2)C=CC(=C1)OC(F)(F)F